C(C)(C)(C)C1=CC=C(C=C1)C(C(=O)N)CC (4-(tert-butyl)Phenyl)butyramide